(R)-4-cyano-4-methyl-N-((6-phenyl-5,6,7,8-tetrahydro-2,6-naphthyridin-3-yl)methyl)isochroman-6-carboxamide C(#N)[C@@]1(COCC2=CC=C(C=C12)C(=O)NCC=1N=CC=2CCN(CC2C1)C1=CC=CC=C1)C